platinum-titanium salt [Ti].[Pt]